5-(4-((2-(3-ethylureido)pyridin-4-yl)methyl)piperidin-1-yl)-6-fluoro-N-methylpicolinamide C(C)NC(NC1=NC=CC(=C1)CC1CCN(CC1)C=1C=CC(=NC1F)C(=O)NC)=O